6-iodo-3,4-dihydro-2H-1-benzopyran IC=1C=CC2=C(CCCO2)C1